methyl 2-aminopyridine-3-carboxylate NC1=NC=CC=C1C(=O)OC